C[Si](O[C@H]1C(NCC1)=O)(C)C (R)-3-((trimethylsilyl)oxy)pyrrolidin-2-one